C(C)(C)(C)OC(=O)N1CCC(CC1)C([2H])([2H])O 4-(Hydroxymethyl-d2)piperidine-1-carboxylic acid tert-butyl ester